(1R,3R)-3-aminocyclopentane-1-sulfonamide N[C@H]1C[C@@H](CC1)S(=O)(=O)N